4-(chlorosulfonyl)-6-cyano-2,3-dihydro-1H-inden-1-yl acetate C(C)(=O)OC1CCC2=C(C=C(C=C12)C#N)S(=O)(=O)Cl